dimethylmethane terephthalate C(C1=CC=C(C(=O)O)C=C1)(=O)O.CCC